N-(3-Acetylpyridin-4-yl)-2-(4-((2-methylquinolin-4-yl)amino)phenyl)acetamide ethyl-3-((1r,4r)-4-(3-bromo-2-methylphenoxy)cyclohexyl)-2-methylpropanoate C(C)OC(C(CC1CCC(CC1)OC1=C(C(=CC=C1)Br)C)C)=O.C(C)(=O)C=1C=NC=CC1NC(CC1=CC=C(C=C1)NC1=CC(=NC2=CC=CC=C12)C)=O